C(C)C(COC(C1=C(C=CC=C1)NC1=NC(=NC(=N1)NC1=CC=C(C=C1)C(=O)NC(C)(C)C)NC1=C(C(=O)OCC(CCCC)CC)C=CC=C1)=O)CCCC [6-[[4-[[(1,1-dimethylethyl)amino]carbonyl]phenyl]amino]-(1,3,5-triazin-2,4-diyl)diimino]bis-benzoic acid-bis(2-ethylhexyl)ester